C(C)(C)(C)C(=O)N1[C@H](CC(C1)C(F)F)C(=O)O (2R)-1-(tert-butylcarbonyl)-4-(difluoromethyl)pyrrolidine-2-carboxylic acid